1-(3-dimethoxymethylsilylpropyl)-2,2-dimethoxy-1-aza-2-silacyclopentane COC(OC)[SiH2]CCCN1[Si](CCC1)(OC)OC